dibutylbis(triethoxysiloxy)tin C(CCC)[Sn](O[Si](OCC)(OCC)OCC)(O[Si](OCC)(OCC)OCC)CCCC